dithiodistearyl dipropionate C(CC)(=O)OCCCCCCCCCCCCCCCCCCSSCCCCCCCCCCCCCCCCCCOC(CC)=O